O=C1C(SCCN1)=O dioxo-1,4-thiazinan